N,N-dipropyl-p-methylaniline C(CC)N(C1=CC=C(C=C1)C)CCC